4-nitrobenzyl ((2R,3R)-3-((2-oxabicyclo[2.2.2]octan-4-yl)methoxy)-1-hydroxybutan-2-yl)carbamate C12OCC(CC1)(CC2)CO[C@@H]([C@@H](CO)NC(OCC2=CC=C(C=C2)[N+](=O)[O-])=O)C